1-allyl-7-(difluoromethoxy)-4-(6-(difluoromethyl)-5-methylpyridin-3-yl)-8-fluoro-2,2-dimethyl-1,2-dihydroquinazoline C(C=C)N1C(N=C(C2=CC=C(C(=C12)F)OC(F)F)C=1C=NC(=C(C1)C)C(F)F)(C)C